CCCCCCCCCCCCCCCCCCCCC n-henicosane